[C@H]12COC[C@@H]2C1NC=1N=C(C2=C(N1)N(C=C2I)S(=O)(=O)C2=CC=C(C)C=C2)OC N-((1R,5S,6s)-3-oxabicyclo[3.1.0]hexan-6-yl)-5-iodo-4-methoxy-7-tosyl-7H-pyrrolo[2,3-d]pyrimidin-2-amine